N[C@@H]([C@@H](C)CC)C(=O)O[2H] L-isoleucine-d